ClCC(=O)N(C(C(=O)NC1CCCCC1)C=1C=NC=CC1)C1=CC(=C(C=C1)OC)Cl 2-chloro-N-(3-chloro-4-methoxyphenyl)-N-(2-(cyclohexylamino)-2-oxo-1-(pyridin-3-yl)ethyl)acetamide